(Racemic)-4-(2-methoxyphenyl)-6-methyl-N-(5-(2-oxopyrrolidine-3-carbonyl)-5,6-dihydro-4H-pyrrolo[3,4-d]thiazol-2-yl)nicotinamide COC1=C(C=CC=C1)C1=CC(=NC=C1C(=O)NC=1SC2=C(N1)CN(C2)C(=O)[C@H]2C(NCC2)=O)C |r|